CC/C=C\\C/C=C\\C/C=C\\C/C=C\\C/C=C\\CCCCCCCC(=O)CC(=O)SCCNC(=O)CCNC(=O)[C@@H](C(C)(C)COP(=O)(O)OP(=O)(O)OC[C@@H]1[C@H]([C@H]([C@@H](O1)N2C=NC3=C(N=CN=C32)N)O)OP(=O)(O)O)O The molecule is an unsaturated fatty acyl-CoA that results from the formal condensation of the thiol group of coenzyme A with the carboxy group of (11Z,14Z,17Z,20Z,23Z)-3-oxohexacosapentaenoic acid. It is a 3-oxo-fatty acyl-CoA, an unsaturated fatty acyl-CoA and a very long-chain fatty acyl-CoA. It is a conjugate acid of an (11Z,14Z,17Z,20Z,23Z)-3-oxohexacosapentaenoyl-CoA(4-).